(R)-(2-Fluorophenyl)((2R,5R)-5-(((1r,4S)-4-methoxycyclohexyl)methyl)-pyrrolidin-2-yl)methanol hydrochloride Cl.FC1=C(C=CC=C1)[C@@H](O)[C@@H]1N[C@H](CC1)CC1CCC(CC1)OC